C1=CC(=CC=C1C2=CC(=O)C3=C(O2)C(=C(C=C3O)O)[C@H]4[C@@H]([C@H]([C@@H]([C@H](O4)CO)O)O)O[C@H]5[C@@H]([C@H]([C@@H]([C@H](O5)CO)O)O)O)O The molecule is a disaccharide derivative that is the 2''-O-glucosyl derivative of vitexin. It is a C-glycosyl compound and a disaccharide derivative. It derives from a vitexin. It is a conjugate acid of a vitexin 2''-O-beta-D-glucoside(1-).